1,9-dihydro-purine-6-thione N1C=NC=2NC=NC2C1=S